(3R,4S)-7-fluoro-3-((R)-2-methylmorpholino)chroman-4-amine FC1=CC=C2[C@@H]([C@H](COC2=C1)N1C[C@H](OCC1)C)N